3-(3,4,5-trimethoxyphenyl)-7-acetoxycoumarin 1-(2-chloropyridin-4-yl)-2-methyl-6-oxo-1,6-dihydropyrimidin-4-yl-2,4,6-triisopropylbenzenesulfonate ClC1=NC=CC(=C1)N1C(=NC(=CC1=O)OS(=O)(=O)C1=C(C=C(C=C1C(C)C)C(C)C)C(C)C)C.COC=1C=C(C=C(C1OC)OC)C=1C(OC2=CC(=CC=C2C1)OC(C)=O)=O